FC(CC1=CC2=C(N=C(N=C2)NC2CCN(CC2)S(=O)(=O)N)N(C1=O)[C@@H]1[C@](CCC1)(C)O)F 4-((6-(2,2-difluoroethyl)-8-((1S,2R)-2-hydroxy-2-methylcyclopentyl)-7-oxo-7,8-dihydropyrido[2,3-d]pyrimidin-2-yl)amino)piperidine-1-sulfonamide